2,3-dihydroxypropyl (2-[tetradecanoyloxy] ethyl) phosphate P(=O)(OCC(CO)O)(OCCOC(CCCCCCCCCCCCC)=O)[O-]